C1(=CC=CC=C1)C#CC=1C=C2C(C(=O)NC2=O)=CC1 4-phenylethynyl-phthalic acid imide